NC1=C(CNC2CCC(CC2)C(=O)NC2=CC(=C(C=C2)C)OC)C(=CC=C1)F (1s,4s)-4-(2-amino-6-fluorobenzylamino)-N-(3-methoxy-4-methylphenyl)cyclohexanecarboxamide